CC1=C2CC[C@@]3(CC[C@@H](C(=C)[C@H]3C[C@@H](C2(C)C)CC1)O)C taxa-4(20),11(12)-dien-5alpha-ol